N(=[N+]=[N-])CC1=NNC2=CC=CC=C12 3-(azidomethyl)-1H-indazole